N[C@@H](COC1=NC(=NC(=C1)C1=C(C=CC=C1C)C)NS(=O)(=O)C=1C=C(C(=O)O)C=CC1)CC1CCC1 3-[[4-[(2R)-2-amino-3-cyclobutyl-propoxy]-6-(2,6-dimethylphenyl)pyrimidin-2-yl]sulfamoyl]benzoic acid